ClC1=NNC2=NC=CC(=C21)C2=C1N(N=C2C2=NC=C(C=C2)F)[C@@H]2[C@H](C1)C2 (4aS,5aS)-3-(3-Chloro-1H-pyrazolo[3,4-b]pyridin-4-yl)-2-(5-fluoropyridin-2-yl)-4,4a,5,5a-tetrahydrocyclopropa[4,5]pyrrolo[1,2-b]pyrazole